3,4-dichloro-6-{3-[5-(4-methyl-4H-1,2,4-triazol-3-yl)spiro[2.3]hexan-5-yl]phenyl}-2-[(pyrrolidin-1-yl)methyl]-1,6-dihydro-7H-pyrrolo[2,3-c]pyridin-7-one ClC1=C(NC=2C(N(C=C(C21)Cl)C2=CC(=CC=C2)C2(CC1(CC1)C2)C2=NN=CN2C)=O)CN2CCCC2